C(C1=CC=CC=C1)N(C1=C(C(=O)O)C(=CC(=C1)OCC1=CC=CC=C1)C)C 2-(benzyl(methyl)amino)-4-(benzyloxy)-6-methylbenzoic acid